isopropyl (3R)-1-[(4S)-2-[(3-bromo-2-methyl-phenyl)carbamoyl]-4,5,6,7-tetrahydropyrazolo[1,5-a]pyridin-4-yl]pyrrolidine-3-carboxylate BrC=1C(=C(C=CC1)NC(=O)C1=NN2C([C@H](CCC2)N2C[C@@H](CC2)C(=O)OC(C)C)=C1)C